N-(2-((1R,5S)-8-(7-(3-hydroxynaphthalen-1-yl)-2-(((S)-1-methylpyrrolidin-2-yl)methoxy)quinazolin-4-yl)-3,8-diazabicyclo[3.2.1]octan-3-yl)-2-oxoethyl)aminosulfonamide OC=1C=C(C2=CC=CC=C2C1)C1=CC=C2C(=NC(=NC2=C1)OC[C@H]1N(CCC1)C)N1[C@H]2CN(C[C@@H]1CC2)C(CNNS(=O)=O)=O